C(C)N(C=1C2=C(N=CN1)C(=NN2)C)/N=C/C=2C=CC1=C(COB1O)C2 N-Ethyl-N-[(E)-(1-Hydroxy-3H-2,1-benzoxaborol-5-yl)methylenamino]-3-methyl-1H-pyrazolo[4,3-d]pyrimidin-7-amin